C(C1=CC=CC=C1)N1C(N(C(C=2N(C(=NC12)SC)C)=O)C)=O 3-benzyl-1,7-dimethyl-8-(methylsulfanyl)-1H-purine-2,6(3H,7H)-dione